5-(1H-pyrazol-1-yl)phenol N1(N=CC=C1)C=1C=CC=C(C1)O